N-(1,1-dimethylethyl)decahydro-2-[2-hydroxy-3-[(3-hydroxy-2-methylbenzoyl)amino]-4-(phenylthio)butyl]-3-isoquinolinecarboxamide monomethanesulfonate CS(=O)(=O)O.CC(C)(C)NC(=O)C1N(CC2CCCCC2C1)CC(C(CSC1=CC=CC=C1)NC(C1=C(C(=CC=C1)O)C)=O)O